C1(CCC1)N1C(=NC2=C1SC(=C2C)C2=NC(=NC=C2F)NC2=NC=C(C=C2)N2CCN(CC2)CC)C 4-(3-cyclobutyl-2,6-dimethylthieno[2,3-d]imidazol-5-yl)-N-[5-(4-ethylpiperazin-1-yl)pyridin-2-yl]-5-fluoropyrimidin-2-amine